2-[(3-CHLORO-2-FORMYLPHENYL)(METHYL)AMINO]ACETAMIDE ClC=1C(=C(C=CC1)N(CC(=O)N)C)C=O